p-Tolylmethanol C1(=CC=C(C=C1)CO)C